ClC1=NC=C2NC(N(C2=N1)C12CC3(CC(CC(C1)C3)C2)O)=O 2-chloro-9-(3-hydroxyadamantan-1-yl)-7,9-dihydro-8H-purin-8-one